1-(cyclopropylmethyl)-2-(trimethylstannyl)-1H-pyrrolo[2,3-b]pyridine C1(CC1)CN1C(=CC=2C1=NC=CC2)[Sn](C)(C)C